C1(=CC=CC=C1)NC=1C2=C(N=CN1)NC=C2 N-phenyl-7H-pyrrolo[2,3-d]pyrimidin-4-amine